NCCC[SiH2]C(OC)OC gamma-aminopropyl-dimethoxymethyl-silane